[F-].[NH4+].[La] lanthanum ammonium fluoride